N-(2,6-Dimethyl-4-(7-(2,2,3,3-tetrafluoropropoxy)-1,3,4,5-tetrahydro-2H-benzo[c]Azepine-2-yl)phenyl)-3,3-dimethylbutanamide CC1=C(C(=CC(=C1)N1CC2=C(CCC1)C=C(C=C2)OCC(C(F)F)(F)F)C)NC(CC(C)(C)C)=O